C(#N)C=1C=C(C=NC1)S(=O)(=O)N([C@H](C(F)(F)F)C=1C=C(C=CC1)C)CC (S)-5-cyano-N-ethyl-N-(2,2,2-trifluoro-1-(m-tolyl)ethyl)pyridine-3-sulfonamide